((1-(2-acetamido-3-(1H-imidazol-4-yl)-N-methylpropanamido)-4-(methylamino)butane-2,3-diyl)bis(oxy))bis(propane-3,1-diyl) distearate C(CCCCCCCCCCCCCCCCC)(=O)OCCCOC(C(CN(C(C(CC=1N=CNC1)NC(C)=O)=O)C)OCCCOC(CCCCCCCCCCCCCCCCC)=O)CNC